ClC=1C=C2C=C(C(NC2=CC1)=O)CNC=1C(N(C(=CC1)C)C)=O 6-Chloro-3-{[(1,6-dimethyl-2-oxo-1,2-dihydropyridin-3-yl)amino]methyl}-1,2-dihydrochinolin-2-on